C(C)C(C(=O)NCC1=CCC(C=C1)(C1=NOC(=N1)C(F)(F)F)C)C ethyl-4-methyl-N-[[4-[5-(trifluoromethyl)-1,2,4-oxadiazol-3-yl]phenyl]methyl]propanamide